3,5,7,8-tetrahydro-2-[4-(trifluoromethyl)phenyl]-4H-thia-benzo[4,3-d]pyrimidin-4-one FC(C1=CC=C(C=C1)S1NC(C2=C(N1)CCCC2)=O)(F)F